C1(CCCCC1)N1N=CC=2C1=NC=C(C2)NS(=O)(=O)C2=C(C=CC(=C2)F)F N-(1-cyclohexyl-1H-pyrazolo[3,4-b]pyridin-5-yl)-2,5-difluorobenzenesulfonamide